FC1=CC=C(C=C1)NC(=O)N[C@@H]1C(NC[C@H]1C1=C(C=C(C=C1)OC)C)=O |o1:11,15| (-)-1-(4-fluorophenyl)-3-[(3S*,4R*)-4-(4-methoxy-2-methylphenyl)-2-oxopyrrolidin-3-yl]urea